C(C)(C)(C)OC(CC1(CCN(CC1)C1=C(C=C(NCCC(=O)O)C=C1)C#N)O)=O 3-[4-[4-(2-tert-butoxy-2-oxo-ethyl)-4-hydroxy-1-piperidyl]-3-cyano-anilino]propanoic acid